C(#N)C1=CNC2=C(C=CC(=C12)F)NS(=O)(=O)C=1C=NN(C1)C(F)F N-(3-Cyano-4-fluoro-1H-indol-7-yl)-1-(difluoromethyl)pyrazol-4-sulfonamid